BrC1=CN=C(S1)C#CC1CCOCC1 5-bromo-2-((tetrahydro-2H-pyran-4-yl)ethynyl)thiazole